(1R,3R)-N-[(1R,2R)-2-hydroxy-2-methyl-indan-1-yl]-3-(2-imino-4,4-dimethyl-6-oxo-hexahydropyrimidin-1-yl)-1-methyl-indane-5-carboxamide O[C@]1([C@@H](C2=CC=CC=C2C1)NC(=O)C=1C=C2[C@@H](C[C@H](C2=CC1)C)N1C(NC(CC1=O)(C)C)=N)C